C(C=C(C(=O)[O-])CC(=O)[O-])(=O)OCCCCCCCC octyl aconitate